FC=1C2=C(C(=NC1)C)CC(C2)CNC[C@@H](O)[C@H]2CN(C(O2)=O)C2=CC=C(C=C2)OC (5R)-5-[(1R)-2-[(4-Fluoro-1-methyl-6,7-dihydro-5H-cyclopenta[c]pyridin-6-yl)methylamino]-1-hydroxy-ethyl]-3-(4-methoxyphenyl)oxazolidin-2-one